N-((2S,3R)-3-hydroxy-1-(((R)-3-methyl-1-((1R,7R)-11-methyl-2,6-dioxo-3,5-dioxa-9,11-diaza-4-borabicyclo[5.3.1]undecan-4-yl)butyl)amino)-1-oxobutan-2-yl)-6-phenylpicolinamide O[C@@H]([C@@H](C(=O)N[C@@H](CC(C)C)B1OC([C@H]2CNC[C@H](C(O1)=O)N2C)=O)NC(C2=NC(=CC=C2)C2=CC=CC=C2)=O)C